C(C)[NH+](CC)CC.C(CCCCCCCCC)O[C@@H](CC(=O)N[C@@H](CO[C@H]1[C@H]([C@@H]([C@H](OP(=O)(OC)O)CO1)NC(C[C@@H](CCCCCCCCCCC)OCCCCCCCCCC)=O)NC(C[C@@H](CCCCCCCCCCC)OCCCCCCCCCC)=O)C(=O)[O-])CCCCCCCCCCC N-[(R)-3-decyloxytetradecanoyl]-O-[2,3-di-[(R)-3-decyloxytetradecanoylamino]-2,3-dideoxy-4-O-methylphosphono-β-D-arabinopyranosyl]-L-serine triethylammonium salt